C(CCNO)C[C@@H](C(=O)O)N N6-Hydroxylysine